C(OCCC(CCC=C(C)C)C)(OC)=O 3,7-DIMETHYLOCT-6-EN-1-YL METHYL CARBONATE